(Z)-6-(3-bromo-2-fluorobenzyl)-7-(((R)-tert-butylsulfinyl)imino)-5-azaspiro[2.4]heptane-5-carboxylate BrC=1C(=C(CC\2N(CC3(CC3)/C2=N/[S@](=O)C(C)(C)C)C(=O)[O-])C=CC1)F